COC=1C=C(C=C(C1)OC)[C@@H](CNC(=O)C1=NC(=CN=C1)C1=CC=C(C=C1)OCC)O (S)-N-(2-(3,5-dimethoxyphenyl)-2-hydroxyethyl)-6-(4-ethoxyphenyl)pyrazine-2-carboxamide